[4-(5-bromo-2-pyridinyl)piperazin-1-yl]ethanone BrC=1C=CC(=NC1)N1CCN(CC1)C(C)=O